3,5-dibromo-2-iodopyrazine BrC=1C(=NC=C(N1)Br)I